1-(2-benzyl-4-(1-methyl-1H-pyrazol-3-yl)-5,7-dihydro-6H-pyrrolo[3,4-d]pyrimidin-6-yl)prop-2-en-1-one C(C1=CC=CC=C1)C=1N=C(C2=C(N1)CN(C2)C(C=C)=O)C2=NN(C=C2)C